C12CC(CC2C1)O bicyclo[3.1.0]-3-hexanol